COC1=C(C=CC(=C1)C(F)(F)F)C=1N(C2=C(N=C(S2)N[C@H]2CNCCC2)N1)C (R)-5-(2-methoxy-4-(trifluoromethyl)phenyl)-6-methyl-N-(piperidin-3-yl)-6H-imidazo[4,5-d]thiazol-2-amine